BrC(C(=O)O)C.BrC(C(=O)O)C.OCCSSCCO Bis(2-hydroxyethyl) disulfide Bis(2-bromopropionate)